C(C)N(C(=O)S(=O)C)CC diethyl-1-(methylsulfinyl)methanamide